C(C1=CC=CC=C1)OC(=O)C1(CC(C1)CSC)C(C1=CC=C(C=C1)Cl)=O 1-(4-Chlorobenzoyl)-3-((methylthio)methyl)cyclobutane-1-carboxylic acid benzyl ester